N-(5-chloro-2-methylpyridin-3-yl)-4-(pyridin-3-yl)pyrimidin-2-amine ClC=1C=C(C(=NC1)C)NC1=NC=CC(=N1)C=1C=NC=CC1